C1(CC1)C1=CC=CC=2C=3N(C(=NC12)N[C@H]1C(NCCCC1)=O)N=C(N3)C3=CC=C(C=C3)OC (3R)-3-{[7-cyclopropyl-2-(4-methoxyphenyl)[1,2,4]triazolo[1,5-c]quinazolin-5-yl]amino}azepan-2-one